ClC=1C(=C(C=CC1)NC1=C(NC2=C1C(NCC2)=O)C2=C(C=NC=C2)OC[C@@H]2N(CC2)C(=O)OC(C)(C)C)CC tert-butyl (2R)-2-{[(4-{3-[(3-chloro-2-ethylphenyl)amino]-4-oxo-1H,5H,6H,7H-pyrrolo[3,2-c]pyridin-2-yl}pyridin-3-yl)oxy]methyl}azetidine-1-carboxylate